6-(4-(2,6-dioxopiperidin-3-yl)phenyl)-2,6-diazaspiro[3.3]heptane-2-carboxylate O=C1NC(CCC1C1=CC=C(C=C1)N1CC2(CN(C2)C(=O)[O-])C1)=O